[1'-(1-acetylpiperidin-4-yl)-5'-fluoro-[4,6'-biindazol]-1-yl]acetic acid C(C)(=O)N1CCC(CC1)N1N=CC2=CC(=C(C=C12)C=1C=2C=NN(C2C=CC1)CC(=O)O)F